3-chloro-N-[1-[2-(5-chloro-2-pyridinyl)-5-methylsulfinyl-1,2,4-triazol-3-yl]ethyl]-5-methylsulfonyl-benzamide ClC=1C=C(C(=O)NC(C)C=2N(N=C(N2)S(=O)C)C2=NC=C(C=C2)Cl)C=C(C1)S(=O)(=O)C